N,N,N'-trimethylpropane-1,3-diamine CNCCCN(C)C